tetraethyleneglycol bis(3-ethyl-3-oxetanylmethyl) ether C(C)C1(COC1)COCCOCCOCCOCCOCC1(COC1)CC